5-cyano-2-iodo-N-(1,2,4-thiadiazol-5-yl)benzamide C(#N)C=1C=CC(=C(C(=O)NC2=NC=NS2)C1)I